(4S)-4-phenyl-1,3-oxazolidine-2-thione C1(=CC=CC=C1)[C@@H]1NC(OC1)=S